1H-pyrazolo[3,4-b]pyridine-3-carbonitrile Zinc(II) cyanide [C-]#N.[Zn+2].N1N=C(C=2C1=NC=CC2)C#N.[C-]#N